SCC(=O)OCC(C)OC(CS)=O propylene glycol di(mercaptoacetate)